C(NC=1C(C(=O)O)=CC=CC1)NC=1C(C(=O)O)=CC=CC1 methylenedi-anthranilic acid